ClCC=1C(=CC=CC1)CCl α,α'-dichloro-ortho-xylene